CC1=C(C(=CC(=C1)N)C)C1=CC(=C(C=C1C(C)C)C(C)C)C1=C(C=C(C=C1C)N)C bis(2,6-dimethyl-4-aminophenyl)-1,3-diisopropylbenzene